5-amino-8-[(cis)-2,6-dimethyltetrahydropyran-4-yl]-7-phenyl-2-(3,3,3-trifluoropropyl)-[1,2,4]triazolo[4,3-c]pyrimidin-3-one NC1=NC(=C(C=2N1C(N(N2)CCC(F)(F)F)=O)C2CC(OC(C2)C)C)C2=CC=CC=C2